C12C=CC(C(C1)[Si](OCC)(OCC)OCC)C2 (5-bicyclo[2.2.1]hept-2-enyl)triethoxysilane